(6-oxo-4-trifluoromethyl-1,6-dihydro-pyrimidin-2-ylsulfanyl)-acetic acid O=C1C=C(N=C(N1)SCC(=O)O)C(F)(F)F